Hexamethyltungsten(VI) C[W](C)(C)(C)(C)C